3-(2-boronoethyl)-2-hydroxybenzoic acid B(O)(O)CCC=1C(=C(C(=O)O)C=CC1)O